ClC=1C=NC=C(C1SC1=NN=C(S1)C(=O)NC1=CC2=C(C(CS2(=O)=O)NCCCN2CCOCC2)C=C1)Cl 5-[(3,5-dichloropyridin-4-yl)sulfanyl]-N-(3-{[3-(morpholin-4-yl)propyl]amino}-1,1-dioxo-2,3-dihydro-1-benzothiophen-6-yl)-1,3,4-thiadiazole-2-carboxamide